OC(C)C1CCC(CC1)O 4-(1-hydroxyethyl)cyclohexanol